methyl 8-[2-(9-{[4-(dimethylamino)butanoyl]oxy}octadecyl)cyclopropyl]octanoate CN(CCCC(=O)OC(CCCCCCCCC1C(C1)CCCCCCCC(=O)OC)CCCCCCCCC)C